COC(=O)C=1N(C2=CC=C(C(=C2C1)C=1C(=NN(C1C)C)CO)Cl)CCC(=O)OC 5-chloro-4-(3-(hydroxymethyl)-1,5-dimethyl-1H-pyrazol-4-yl)-1-(3-methoxy-3-oxopropyl)-1H-indole-2-carboxylic acid methyl ester